CN1N=C(C(=C1)NC1=NN(C2=CC(=CC(=C12)F)C(C)(C)O)C)C 2-{3-[(1,3-dimethyl-1H-pyrazol-4-yl)amino]-4-fluoro-1-methyl-1H-indazol-6-yl}propan-2-ol